calcium iron water O.[Fe].[Ca]